4-morpholino-N-(5-phenyl-1H-pyrazol-3-yl)-6-(2-pyridyl)furo[3,2-d]pyrimidin-2-amine O1CCN(CC1)C=1C2=C(N=C(N1)NC1=NNC(=C1)C1=CC=CC=C1)C=C(O2)C2=NC=CC=C2